C(C)(C)(C)OC(=O)NC=1C=C(C(=NC1)C=1N=NN(C1C(=O)O)C)F 4-(5-((tert-butoxycarbonyl)amino)-3-fluoropyridin-2-yl)-1-methyl-1H-1,2,3-triazole-5-Formic acid